NC1=C(C=2C(=NC(=C(N2)C=2SC=CN2)Br)N1C1=C(C(=CC=C1C)OC)C)C(=O)N 6-amino-3-bromo-5-(3-methoxy-2,6-dimethyl-phenyl)-2-thiazol-2-yl-pyrrolo[2,3-b]pyrazine-7-carboxamide